NC=1C2=C(N=CN1)N(C=C2F)C2C(C(C(O2)(F)COP(=O)(O)OP(=O)(O)OP(=O)(O)O)O)(O)C#C ((5-(4-amino-5-fluoro-7H-pyrrolo[2,3-d]pyrimidin-7-yl)-4-ethynyl-2-fluoro-3,4-dihydroxytetrahydrofuran-2-yl)methyl)triphosphoric acid